1-methyl-1-pentyl-piperidinium [2-[4-[4-[[5-(m-tolyl)imidazo[1,2-a]pyrazin-8-yl]amino]pyrazol-1-yl]-1-piperidyl]ethyl]carbamate C1(=CC(=CC=C1)C1=CN=C(C=2N1C=CN2)NC=2C=NN(C2)C2CCN(CC2)CCNC([O-])=O)C.C[N+]2(CCCCC2)CCCCC